tetraphenyl-cyclobutadiene C1(=CC=CC=C1)C1=C(C(=C1C1=CC=CC=C1)C1=CC=CC=C1)C1=CC=CC=C1